C(C)[C@@H]1C(N(C=2C=NC(=NC2N1C(C)C)NCC=1C=NN(C1)CC1=CC(=C(C(=C1)F)F)F)C)=O (R)-7-ethyl-8-isopropyl-5-methyl-2-(((1-(3,4,5-trifluorobenzyl)-1H-pyrazol-4-yl)methyl)amino)-7,8-dihydropteridin-6(5H)-one